(R)-1-methyl-4-methylene-7-(trifluoromethyl)isochromane C[C@H]1OCC(C2=CC=C(C=C12)C(F)(F)F)=C